2-Fluoro-5-((6-fluoro-4-((methylsulfonyl)methyl)-1-(phenylsulfonyl)-1H-indol-5-yl)oxy)benzimidamide FC1=C(C(N)=N)C=C(C=C1)OC=1C(=C2C=CN(C2=CC1F)S(=O)(=O)C1=CC=CC=C1)CS(=O)(=O)C